2-(6-chloro-4-{3-[(4-methyl-1,2,4-triazol-3-yl)methyl]oxetan-3-yl}pyridin-2-yl)-6-{[(3S)-3-methylpiperidin-1-yl]methyl}-4-(trifluoromethyl)-3H-isoindol-1-one ClC1=CC(=CC(=N1)N1C(C2=CC(=CC(=C2C1)C(F)(F)F)CN1C[C@H](CCC1)C)=O)C1(COC1)CC1=NN=CN1C